NC1=NC=NC=2N(C3=CC=C(C=C3C21)CCC(=O)O)CC(=O)N2[C@@H]1C[C@@]1(C[C@H]2C(NC2=NC(=CC=C2)Br)=O)C 3-(4-amino-9-(2-((1R,3S,5R)-3-((6-bromopyridin-2-yl)carbamoyl)-5-methyl-2-azabicyclo[3.1.0]hexan-2-yl)-2-oxoethyl)-9H-pyrimido[4,5-b]indol-6-yl)propanoic acid